ClC=1C(=NC(=NC1)NC=1C=C2C(=NNC2=CC1)C1=CC(=CC=C1)[N+](=O)[O-])NC1=C(C=CC=C1)P(C)C (2-((5-chloro-2-((3-(3-nitrophenyl)-1H-indazol-5-yl)amino)pyrimidin-4-yl)amino)phenyl)dimethylphosphine